C(C)OC(C(C(=O)OCC)(C1=NC=C(C=C1Cl)C(F)(F)F)NC(C)=O)=O Diethyl-2-acetamido-2-(3-chloro-5-(trifluoromethyl)pyridine-2-yl)malonate